(R)-10-(3,4-Dichlorobenzoyl)-4-(hydroxymethyl)-2-methyl-4,5,8,9,10,11-hexahydropyrido-[4',3':3,4]pyrazolo[5,1-d][1,2,5]oxadiazepin-1(2H)-one ClC=1C=C(C(=O)N2CC=3C(=NN4C3C(N(O[C@H](C4)CO)C)=O)CC2)C=CC1Cl